N1=CN=CC(=C1)OCC1=CC=C(OC2CN(C2)C=2C(=C(C(=O)O)C=CC2)N2C=CC=C2)C=C1 3-(3-(4-((pyrimidin-5-yl-oxy)methyl)phenoxy)azetidin-1-yl)-2-(1H-pyrrol-1-yl)benzoic acid